CC1(N=C(OC1)SC)C 4,4-dimethyl-2-(methylthio)-4,5-dihydrooxazole